4-Hydroxy-6-azaspiro[2.5]octane-6-carboxylic acid tert-butyl ester C(C)(C)(C)OC(=O)N1CC(C2(CC2)CC1)O